BrC1=NC(=C(C(=N1)N[C@@H]1[C@H](C2CCC1CC2)C(=O)OCOC(=O)OCC)F)C=2SC=CC2 (2S,3S)-((ethoxycarbonyl)oxy)methyl 3-((2-bromo-5-fluoro-6-(thiophen-2-yl)pyrimidin-4-yl)amino)bicyclo[2.2.2]octane-2-carboxylate